FC=1C=C2C(\C(\C(OC2=CC1)C(C(=O)OC)(C)C)=C/N(C(C1=CC=C(C=C1)C)=O)S(=O)(=O)C1=CC=C(C=C1)OC)=O methyl (Z)-2-(6-fluoro-3-((N-((4-methoxyphenyl)sulfonyl)-4-methylbenzamido)methylene)-4-oxochroman-2-yl)-2-methylpropanoate